FC1=C(C=C(C=C1)F)CS(=O)(=O)NC1=CC=C(C=C1)NC(=O)NCC1=CC=NC=C1 1-(2,5-difluorophenyl)-N-(4-(3-(pyridin-4-ylmethyl)ureido)phenyl)methanesulfonamide